OC=1C=C(CC(C(=O)N)CCCCCCC)C=CC1O (3,4-dihydroxybenzyl)nonanamide